N-(5-((4-oxaspiro(2.4)heptan-6-yl)oxy)-1,3,4-thiadiazol-2-yl)-2'-chloro-5'-methoxy-6-methyl-(4,4'-bipyridine)-3-carboxamide C1CC12OCC(C2)OC2=NN=C(S2)NC(=O)C=2C=NC(=CC2C2=CC(=NC=C2OC)Cl)C